methyl 2-nitrosalicylate sodium salt [Na].[N+](=O)([O-])C1(C(C(=O)OC)C=CC=C1)O